C(C=C)(=O)N1CC2C3=C(N(N=C3CC1)C1=C(C=C(C=C1)C(F)(F)F)O)CCN2C(=O)OC(C)(C)C tert-butyl 7-acryloyl-2-(2-hydroxy-4-(trifluoromethyl)phenyl)-2,3,4,5a,6,7,8,9-octahydro-5H-1,2,5,7-tetraazabenzo[cd]azulene-5-carboxylate